2-acetoxybicyclo[2.2.1]Hept-5-ene C(C)(=O)OC1C2C=CC(C1)C2